COC1=C(OCC2=C(C=C(C(=O)O[Li])C=C2)C(F)(F)F)C=CC(=C1)C1C=2C(NC(C1)=O)=NNC2 lithio 4-(2-methoxy-4-{6-oxo-2H,4H,5H,6H,7H-pyrazolo[3,4-b]pyridin-4-yl}phenoxymethyl)-3-(trifluoromethyl)benzoate